octyl-1,2-propanediol C(CCCCCCC)C(C(C)O)O